(S)-quinuclidin-3-yl((R)-6-bromo-7-fluoro-2,2-dimethyl-1,2,3,4-tetrahydronaphthalen-1-yl)carbamate N12C[C@H](C(CC1)CC2)OC(N[C@@H]2C(CCC1=CC(=C(C=C21)F)Br)(C)C)=O